5-(2-Fluoro-phenyl)-isoxazole-3-carboxylic acid {2-[4-(2-chloro-phenylamino)-piperidin-1-yl]-2-oxo-ethyl}-amide ClC1=C(C=CC=C1)NC1CCN(CC1)C(CNC(=O)C1=NOC(=C1)C1=C(C=CC=C1)F)=O